BrC=1N=C(C=2N(C1)C=C(N2)C(=O)O)OC2COC2 6-bromo-8-(oxetan-3-yloxy)imidazo[1,2-a]pyrazine-2-carboxylic acid